[Al]Cl.C(CCCCCCCCC=C)(=O)O.C(CCCCCCCCC=C)(=O)O bis(10-undecenoic acid) aluminum monochloride